ClC=1C(=CC=2N(N1)C=C(N2)[C@@H](NC(OCC2=CC=CC=C2)=O)C2CCC(CC2)(F)F)[C@@H](COC)N2C(N[C@@H](C2)C(F)(F)F)=O benzyl N-[(S)-[6-chloro-7-[(1S)-2-methoxy-1-[(4S)-2-oxo-4-(trifluoromethyl)imidazolidin-1-yl]ethyl]imidazo[1,2-b]pyridazin-2-yl]-(4,4-difluorocyclohexyl)methyl]carbamate